1-(6-((1s,3s)-3-(5-((3,4-dimethylbenzyl)amino)-7-methoxy-[1,2,4]triazolo[1,5-c]quinazolin-2-yl)cyclobutyl)pyridin-3-yl)-3,3-difluorocyclobutyl methanesulfonate CS(=O)(=O)OC1(CC(C1)(F)F)C=1C=NC(=CC1)C1CC(C1)C1=NN2C(=NC=3C(=CC=CC3C2=N1)OC)NCC1=CC(=C(C=C1)C)C